C(C)(=O)N1C(C2=CC=C(C=C2CC1)S(=O)(=O)C)C(=O)NC1=CC=C(C=C1)C(C(F)(F)F)(C(F)(F)F)O 2-acetyl-N-(4-(1,1,1,3,3,3-hexafluoro-2-hydroxypropan-2-yl)phenyl)-6-(methylsulfonyl)-1,2,3,4-tetrahydroisoquinoline-1-carboxamide